O=C1C2C3C=CC(C2C(N1C(C(=O)O)CC(C)C)=O)C3 2-(3,5-dioxo-4-azatricyclo[5.2.1.0(2,6)]dec-8-en-4-yl)-4-methylpentanoic acid